8-(1,3-dimethyl-1H-indazol-5-yl)-2,7-dimethyl-N-(thien-2-ylmethyl)pyrazolo[1,5-a][1,3,5]triazin-4-amine CN1N=C(C2=CC(=CC=C12)C=1C(=NN2C1N=C(N=C2NCC=2SC=CC2)C)C)C